COC1=CC=C(C=C1)[C@@H]1[C@H](CN(C1)C(=O)OC(C)(C)C)COC=1C=C2C(NCC2=CC1)=O (3R,4S)-tert-Butyl 4-(4-Methoxyphenyl)-3-{[(3-oxoisoindolin-5-yl)oxy]methyl}pyrrolidine-1-carboxylate